N-((4-chloro-3-fluoropyridin-2-yl)methyl)carboxamide ClC1=C(C(=NC=C1)CNC=O)F